CC(C(=O)OCC)(C)C1=CC=C(C=C1)C1=CC=C(C=C1)CN1CCOCC1 ethyl 2-methyl-2-(4'-(morpholinomethyl)[1,1'-biphenyl]-4-yl)propanoate